7-(2-Acrylamidophenyl)-2-(3-chloro-4-(trifluoromethyl)phenyl)-4,5,6,7-tetrahydropyrazolo[1,5-a]pyrimidine-3-carboxamide C(C=C)(=O)NC1=C(C=CC=C1)C1CCNC=2N1N=C(C2C(=O)N)C2=CC(=C(C=C2)C(F)(F)F)Cl